3-(5-(1H-tetrazol-5-yl)pyridin-3-yl)-4-methoxyphenyl benzylcarbamate C(C1=CC=CC=C1)NC(OC1=CC(=C(C=C1)OC)C=1C=NC=C(C1)C1=NN=NN1)=O